p-Diethyl-Benzene methyl-(1R,3aR,8bS)-3a-(4-benzyloxyphenyl)-1,8b-dihydroxy-6,8-dimethoxy-3-phenyl-2,3-dihydro-1H-cyclopenta[b]benzofuran-2-carboxylate COC(=O)C1[C@H]([C@@]2([C@@](OC3=C2C(=CC(=C3)OC)OC)(C1C1=CC=CC=C1)C1=CC=C(C=C1)OCC1=CC=CC=C1)O)O.C(C)C1=CC=C(C=C1)CC